3-[2-[3-(Difluoromethyl)-6-fluoro-1,3-benzodiazol-5-yl]ethynyl]-1-[(3S,5R)-5-(methoxymethyl)-1-(prop-2-enoyl)pyrrolidin-3-yl]-5-(methylamino)pyrazole-4-carboxamide FC(N1C=NC2=C1C=C(C(=C2)F)C#CC2=NN(C(=C2C(=O)N)NC)[C@@H]2CN([C@H](C2)COC)C(C=C)=O)F